3H-benzoxazol-2-one O1C(NC2=C1C=CC=C2)=O